NC1=C(C(=NC=N1)OC=1C=C(C=CC1)NC(C=C)=O)C=1C=NN(C1)CC1=CC(=CC=C1)C(F)(F)F N-(3-((6-amino-5-(1-(3-(trifluoromethyl)benzyl)-1H-pyrazol-4-yl)pyrimidin-4-yl)oxy)phenyl)acrylamide